[C@H](C)(CC)[C@@H]1N(CC2=C(NC1=O)C=CC=C2)C(CS(=O)(=O)N)=O 2-((S)-3-((S)-sec-butyl)-2-oxo-1,2,3,5-tetrahydro-4H-benzo[e][1,4]diazepin-4-yl)-2-oxoethane-1-sulfonamide